[5-(2,4-Dimethoxybenzyl)]-1-(4-methoxyphenyl)pyrimidine-2,4,6(1H,3H,5H)-trione COC1=C(CC2C(NC(N(C2=O)C2=CC=C(C=C2)OC)=O)=O)C=CC(=C1)OC